4-trifluoroacetyl-benzyl bromide FC(C(=O)C1=CC=C(CBr)C=C1)(F)F